chlorine bismuth disulfide [Bi](=S)=S.[Cl]